7-((3-Diethylaminophenyl)(pyridin-2-ylamino)methyl)-2-methylquinolin-8-ol C(C)N(C=1C=C(C=CC1)C(C1=CC=C2C=CC(=NC2=C1O)C)NC1=NC=CC=C1)CC